ClC1=C(OC=2C(N(C=CC2)C2=CC=CC=C2)=O)C(=CC(=C1)N)Cl (2,6-dichloro-4-aminophenoxy)-1-phenylpyridin-2(1H)-one